C(CCCCCCC(=O)O)(=O)O.CC(C)CCC[C@@H](C)[C@H]1CC[C@H]2[C@@H]3CC=C4C[C@@H](O)CC[C@]4(C)[C@H]3CC[C@]12C.CC(C)CCC[C@@H](C)[C@H]1CC[C@H]2[C@@H]3CC=C4C[C@@H](O)CC[C@]4(C)[C@H]3CC[C@]12C Cholesterol hemisuberate